C(C)(C)(C)OC(=O)N1C[C@@H]([C@H](CC1)CNC1=NC=2N(C(=C1)N(CC1=CC(=CC=C1)NC(C(=C)F)=O)C(=O)OC(C)(C)C)N=CC2C(C)C)O (3R,4R)-4-(((7-((tert-butoxycarbonyl)(3-(2-fluoroacrylamido)benzyl)amino)-3-isopropylpyrazolo[1,5-a]pyrimidin-5-yl)amino)methyl)-3-hydroxypiperidine-1-carboxylic acid tert-butyl ester